C(\C=C\C(=O)OCCN1C(CCC1=O)=O)(=O)OCCN1C(CCC1=O)=O bis(2-(2,5-dioxopyrrolidin-1-yl)ethyl) fumarate